N1,N,3-trimethyl-N3-(2-(3-(trifluoromethyl)-1H-pyrazol-4-yl)pyrido[3,4-d]pyrimidin-4-yl)butane-1,3-diamine CN(CCC(C)(NC=1C2=C(N=C(N1)C=1C(=NNC1)C(F)(F)F)C=NC=C2)C)C